Cl.N1(CCNCC1)C=1C=NC=NC1 5-(piperazin-1-yl)pyrimidine hydrochloride